C1C(C[C@H]2CC(C3CC=CC4=CC=C1C2=C34)=O)=O (3as,6as)-Tetrahydropyrene-2,5(1H,3H)-dione